ethyl-rubidium C(C)[Rb]